[Na+].C(=C)C1=CC=C(C=C1)S(=O)(=O)[O-] p-vinyl-benzenesulfonic acid sodium salt